5-[[1-(2,3-dimethylphenyl)-4-piperidyl]sulfonyl]quinolin-8-ol CC1=C(C=CC=C1C)N1CCC(CC1)S(=O)(=O)C1=C2C=CC=NC2=C(C=C1)O